COC=1C=C(C=NC1)C=1N=C2N(C(C1)=O)C=C(C=C2)N2CCNCC2 2-(5-methoxypyridin-3-yl)-7-(piperazin-1-yl)-4H-pyrido[1,2-a]pyrimidin-4-one